FC=1C=C(C=C(C1)N1N=C(C(=C1)C1OC(C(N1CCC=1C=CC2=CC(N=C2C1)=O)=O)C)C1=CNC=C1)C 2-(1-(3-fluoro-5-tolyl)-3-(1H-pyrrol-3-yl)-1H-pyrazol-4-yl)-5-methyl-3-(2-(2-oxoindol-6-yl)ethyl)oxazolidin-4-one